NC=1OC2=C(C(C1C#N)C1=CC(=CC=C1)OC)C=CC(=C2)N(C)C 2-amino-3-cyano-4-(3-methoxyphenyl)-7-(dimethylamino)-4H-benzopyran